OC(CCC1C(CCC2C(CCCC12C)(C)C)(O)C)(C=C)C 1-(3-hydroxy-3-methylpent-4-en-1-yl)-2,5,5,8a-tetramethyl-decahydronaphthalen-2-ol